CC1C=CCC=C1 methylcyclohexa-2,5-dien